NC=1N=CN(C(C1C(=O)OC)=O)C1=C(C=C(C=C1C)C(C)(F)F)C methyl 4-amino-1-(4-(1,1-difluoroethyl)-2,6-dimethylphenyl)-6-oxo-1,6-dihydropyrimidine-5-carboxylate